N-((5-chloro-4-(((ethyl(methyl)amino)methylene)amino)-2-methylphenyl)(ethyl)(oxo)-λ6-sulfaneylidene)benzamide ClC=1C(=CC(=C(C1)S(=NC(C1=CC=CC=C1)=O)(=O)CC)C)N=CN(C)CC